CC1(CC(C1)OCCOC1=CC=C(C=C1)C1=NC2=CC(=CC=C2C(N1)C)C(F)(F)F)C(=O)OC(C)C1=C(C=C(C=C1F)F)C1OCCO1 1-(2-(1,3-Dioxolan-2-yl)-4,6-difluorophenyl)ethan-1-ol methyl-3-[2-[4-[4-methyl-7-(trifluoromethyl)-3,4-dihydroquinazolin-2-yl]phenoxy]ethoxy]cyclobutanecarboxylate